5-chloro-7-methyl-6-(4-(methylthio)benzyl)imidazo[1,2-a]pyridine-8-carbonitrile ClC1=C(C(=C(C=2N1C=CN2)C#N)C)CC2=CC=C(C=C2)SC